CO[Si](CCCNC)(OC)OC 3-trimethoxysilylpropyl-N-methylamine